COC1=C(C=C(C=C1)NC1=NC=CC(=N1)NC)OC[C@@H]1CN(CC1)C (S)-N2-(4-methoxy-3-((1-methylpyrrolidin-3-yl)methoxy)phenyl)-N4-methylpyrimidine-2,4-diamine